5-amino-1-(2,6-dichloro-4-trifluoromethyl-phenyl)-3-cyanopyrazole tert-butyl-4-(4-(methoxycarbonyl)-2-((phenylmethyl)sulfonamido)phenyl)piperazine-1-carboxylate C(C)(C)(C)OC(=O)N1CCN(CC1)C1=C(C=C(C=C1)C(=O)OC)NS(=O)(=O)CC1=CC=CC=C1.NC1=CC(=NN1C1=C(C=C(C=C1Cl)C(F)(F)F)Cl)C#N